C1CCC(CC1)N(C)C 4-cyclohexyl-dimethylamine